6'-methoxy-4'-(trifluoromethyl)-5,6-dihydro-[3,3'-bipyridine]-1(2H)-carboxylic acid tert-butyl ester C(C)(C)(C)OC(=O)N1CC(=CCC1)C=1C=NC(=CC1C(F)(F)F)OC